ethyl 5-(4-iodobenzyl)-1H-1,2,3-triazole-4-carboxylate IC1=CC=C(CC2=C(N=NN2)C(=O)OCC)C=C1